9a,11a-dimethyl-2,3,3a,5,5a,6,7,8,9,9a,9b,10,11,11a-tetradecahydro-1H-cyclopenta[1,2-a]phenanthrene-6,7-diol CC12C3CCC4(C(C3=CCC2C(C(CC1)O)O)CCC4)C